ClC1=CC2=C(N=C(O2)C2=CC=C(C=C2)C=2N=CC(=NC2)NC(C(F)(F)F)=O)C=C1 N-(5-(4-(6-chlorobenzo[d]oxazol-2-yl)phenyl)pyrazin-2-yl)-2,2,2-trifluoroacetamide